CC1=CC=C(C=C1)C=1C2=CC=CC=C2N=C2C=CC=CC12 9-(4-methylphenyl)acridine